N-[4-(Chlorodifluoromethoxy)phenyl]-5-(1-ethyl-1H-pyrazol-3-yl)-1-methyl-6-oxo-1,6-dihydropyridine-3-carboxamide ClC(OC1=CC=C(C=C1)NC(=O)C1=CN(C(C(=C1)C1=NN(C=C1)CC)=O)C)(F)F